BrC=1C(=CC(=C(C1)C1=NN(C=C1NC(=O)C=1C=NN2C1N=CC=C2)C)OC(F)F)Cl N-(3-(5-bromo-4-chloro-2-(difluoromethoxy)phenyl)-1-methyl-1H-pyrazol-4-yl)pyrazolo[1,5-a]pyrimidine-3-carboxamide